CC(=CCC1=CC(=C(C=C1O)OC)C(=O)[C@H](CC2=CC=C(C=C2)O)O)C The molecule is a member of the class of dihydrochalcones that is alpha-hydroxydihydrochalcone substituted by hydroxy groups at positions 4 and 4', a methoxy group at position 2' and a prenyl group at position 5'. Isolated from the roots of Lespedeza floribunda, it acts as a melanin synthesis inhibitor. It has a role as a metabolite and a melanin synthesis inhibitor. It is a member of dihydrochalcones, a member of phenols, a monomethoxybenzene, a secondary alcohol and a secondary alpha-hydroxy ketone.